C1(CC1)NC(C(C)(C)N1CCN(CC1)C1=C(C(=CC=C1)C)C)=O N-cyclopropyl-2-(4-(2,3-dimethylphenyl)piperazin-1-yl)-2-methylpropanamide